The molecule is a quinone imine that is a metabolite of diclofenac arising from 5-hydroxylation followed by oxidation. It has a role as a drug metabolite. It is a quinone imine, a dichlorobenzene and a monocarboxylic acid. It derives from a diclofenac. C1=CC(=C(C(=C1)Cl)N=C2C=CC(=O)C=C2CC(=O)O)Cl